N,N,2-trimethyl-4-[4-(trifluoromethyl)phenyl]-2H,4H-pyrazolo[4,3-b]indole-7-sulfonoimidamide CN(S(=O)(=N)C1=CC=2C=3C(N(C2C=C1)C1=CC=C(C=C1)C(F)(F)F)=CN(N3)C)C